FC(N1N=C(C=C1)C=1C(=CC(=NC1)NC1=NC(=NC=C1)C=1C=NN(C1)S(=O)(=O)CC)NC1CCC(CC1)(O)C)F (1s,4s)-4-((5-(1-(Difluoromethyl)-1H-pyrazol-3-yl)-2-((2-(1-(ethylsulfonyl)-1H-pyrazol-4-yl)pyrimidin-4-yl)amino)pyridin-4-yl)amino)-1-methylcyclohexan-1-ol